(R)-2-((6-(3-(2-Ethoxyphenoxy)piperidin-1-yl)pyrazin-2-yl)amino)thiazol C(C)OC1=C(O[C@H]2CN(CCC2)C2=CN=CC(=N2)NC=2SC=CN2)C=CC=C1